chromium(III) phosphonate P([O-])([O-])=O.[Cr+3].P([O-])([O-])=O.P([O-])([O-])=O.[Cr+3]